N-((S,E)-1-cyclopropyl-3-(methylsulfonyl)allyl)-2-phenyl-4-(2,2,2-trifluoroethyl)piperidine-1-carboxamide C1(CC1)[C@@H](\C=C\S(=O)(=O)C)NC(=O)N1C(CC(CC1)CC(F)(F)F)C1=CC=CC=C1